C(C)(C)(C)OC(=O)NC1=CC=C(C=C1)C=1SC=C(N1)C(=O)N[C@@H](CO[Si](C1=CC=CC=C1)(C1=CC=CC=C1)C(C)(C)C)C(=O)N[C@@H](CO)C(=O)OC methyl N-(2-(4-((tert-butoxycarbonyl)amino)phenyl)thiazole-4-carbonyl)-O-(tert-butyldiphenylsilyl)-L-seryl-L-serinate